3-oxo-1-phenyl-2,7,10,13,16,19,22,25,28,31-decaoxa-4-azatritriacontan-33-oic acid O=C(OCC1=CC=CC=C1)NCCOCCOCCOCCOCCOCCOCCOCCOCCOCC(=O)O